O=C(C(=O)[O-])CCCC(=O)[O-] ketoadipate